C1(CC1)C=1SC(=CN1)C=1C=C(C=CC1)N(C(=O)[C@@H]1CC[C@H](CC1)NC(CNS(=O)(=O)C)=O)C[C@@H]1CC[C@H](CC1)C1=CC(=C(C=C1)OC)C trans-N-(3-(2-Cyclopropylthiazol-5-yl)phenyl)-N-((trans-4-(4-methoxy-3-methylphenyl)cyclohexyl)methyl)-4-(2-(methylsulfonamido)acetamido)cyclohexanecarboxamide